methyl 6-((tert-butoxycarbonyl) amino)-2-fluoro-3-methoxybenzoate C(C)(C)(C)OC(=O)NC1=CC=C(C(=C1C(=O)OC)F)OC